C(#N)C=1C=C(C=CC1)C=1C(=NC2=CC=CC=C2N1)N1CC(CC1)NC(OC(C)(C)C)=O tert-Butyl N-[1-[3-(3-cyanophenyl)quinoxalin-2-yl]pyrrolidin-3-yl]carbamate